tin-titanium oxide [O-2].[Ti+4].[Sn+4].[O-2].[O-2].[O-2]